2-(6-{5-chloro-2-[(oxacyclohex-4-yl)amino]pyrimidin-4-yl}-1-oxo-2,3-dihydro-1H-isoindol-2-yl)-N-[1-(1,3-thiazol-2-yl)ethyl]acetamide ClC=1C(=NC(=NC1)NC1CCOCC1)C1=CC=C2CN(C(C2=C1)=O)CC(=O)NC(C)C=1SC=CN1